(1H-benzo[d]imidazol-2-yl)-N-(3-(3-(4-methyl-1H-imidazol-1-yl)benzoyl)-3-azabicyclo[3.1.0]hex-6-yl)picolinamide N1C(=NC2=C1C=CC=C2)C=2C(=NC=CC2)C(=O)NC2C1CN(CC21)C(C2=CC(=CC=C2)N2C=NC(=C2)C)=O